rel-2-Thioxo-1-(2-((2R,4R)-4-(trifluoromethyl)piperidin-2-yl)benzyl)-1,2,3,5-tetrahydro-4H-pyrrolo[3,2-d]pyrimidin-4-one S=C1NC(C2=C(N1CC1=C(C=CC=C1)[C@@H]1NCC[C@H](C1)C(F)(F)F)C=CN2)=O |o1:14,18|